5-carboxy-4-hexyl-2-cyclohexenyl-1-octanoic acid C(=O)(O)C(C(CC(C(=O)O)C1=CCCCC1)CCCCCC)CCC